(1S,4S)-N-(4-methyl-3-(pyridin-2-yl)phenyl)-5-phenyl-2,5-diazabicyclo[2.2.1]heptane-2-carboxamide CC1=C(C=C(C=C1)NC(=O)N1[C@@H]2CN([C@H](C1)C2)C2=CC=CC=C2)C2=NC=CC=C2